C1(CC1)CN1C(=NN=C1)[C@H](CC(F)F)N1N=C(C(=C1)[N+](=O)[O-])F 4-(cyclopropylmethyl)-3-[(1S)-3,3-difluoro-1-(3-fluoro-4-nitro-pyrazol-1-yl)propyl]-1,2,4-triazole